2-([1,4]Dioxan-2-ylmethoxy)-9-(6-morpholin-4-yl-pyridin-3-yl)-6,7-dihydro-pyrimido[6,1-a]isoquinolin-4-one O1C(COCC1)COC1=NC(N2C(C3=CC=C(C=C3CC2)C=2C=NC(=CC2)N2CCOCC2)=C1)=O